NC1=C(SC2=NC(=CC=C21)C)C(=O)N[C@@H]2CC=1C=NC(=CC1OC2)N2CCN(CC2)C(=O)OC(C)(C)C Tert-Butyl (R)-4-(3-(3-amino-6-methylthieno[2,3-b]pyridine-2-carboxamido)-3,4-dihydro-2H-pyrano[3,2-c]pyridin-7-yl)piperazine-1-carboxylate